tert-Butyl (3R)-3-[(5-ethoxy-1-trityl-1H-indazol-3-yl)carbamoyl]piperidine-1-carboxylate C(C)OC=1C=C2C(=NN(C2=CC1)C(C1=CC=CC=C1)(C1=CC=CC=C1)C1=CC=CC=C1)NC(=O)[C@H]1CN(CCC1)C(=O)OC(C)(C)C